3,5-dimethylbenzeneoxybutyric acid CC=1C=C(C=C(C1)C)OC(C(=O)O)CC